CC1=CC(=NC=C1)C(=O)N[C@@H](C(=O)N1CCC2(CC1)C(C(N(C(C2)=O)C)=O)C2=CC=CC=C2)C(C)C 4-methyl-N-((2R)-3-methyl-1-(9-methyl-8,10-dioxo-7-phenyl-3,9-diazaspiro[5.5]undecan-3-yl)-1-oxobutan-2-yl)picolinamide